C(C(=C)C)(=O)OC(CCCCCCC)CCOC(C(=C)C)=O 8,10-decanediol dimethacrylate